CC=1N=C(SC1)NC(=O)C1=CC=CC(=N1)C1=NC=CC=C1 N-(4-methylthiazol-2-yl)-[2,2'-bipyridine]-6-carboxamide